3-amino-6-(1-methyl-6-oxo-1,6-dihydropyridin-3-yl)-N-((6-methylpyridin-2-yl)methyl)-5-(oxazol-2-yl)pyrazine-2-carboxamide NC=1C(=NC(=C(N1)C=1OC=CN1)C1=CN(C(C=C1)=O)C)C(=O)NCC1=NC(=CC=C1)C